1,3-bis(4-hydroxyphenyl)cyclohexane OC1=CC=C(C=C1)C1CC(CCC1)C1=CC=C(C=C1)O